OB1OCC2=C1C=CC(=C2)\C=N\N(C2=NS(C1=C2C=CC=C1)(=O)=O)C N-[(E)-(1-Hydroxy-3H-2,1-benzoxaborol-5-yl)methylenamino]-N-methyl-1,1-dioxo-1,2-benzothiazol-3-amin